((4-((S)-2-(5-chloropyridin-2-yl)-2-methylbenzo[D][1,3]dioxol-4-yl)piperidin-1-yl)methyl)-7-fluoro-N-hydroxy-1-(((S)-oxetan-2-yl)methyl)-1H-benzo[D]imidazole-5-carboxamide ClC=1C=CC(=NC1)[C@@]1(OC2=C(O1)C=CC=C2C2CCN(CC2)CC2=NC1=C(N2C[C@H]2OCC2)C(=CC(=C1)C(=O)NO)F)C